C1(=CC=CC=C1)C1=NN(C(=C1CCC)O)C1=NC=CC=C1 3-phenyl-4-propyl-1-(pyridin-2-yl)-1H-pyrazol-5-ol